C(#N)/C(/C(=O)OCC)=N/OC(N1CCOCC1)=[N+](C)C [[(Z)-(1-cyano-2-ethoxy-2-oxo-ethylidene)amino]oxy-morpholino-methylene]-dimethylammonium